ClC=1C(=C(C=CC1Cl)B(O)O)C 3,4-DICHLORO-2-METHYLPHENYLBORONIC ACID